The molecule is a organic sulfate salt obtained from guanethidine and sulfuric acid in a 2:1 ratio. It has a role as an antimalarial. It contains a quinine and a quinine(1+). [H+].[H+].COC1=CC2=C(C=CN=C2C=C1)[C@H]([C@@H]3C[C@@H]4CCN3C[C@@H]4C=C)O.COC1=CC2=C(C=CN=C2C=C1)[C@H]([C@@H]3C[C@@H]4CCN3C[C@@H]4C=C)O.[O-]S(=O)(=O)[O-]